2-Chloro-N-(3,4-dichlorobenzyl)pyrido[3,2-d]pyrimidin-4-amine ClC=1N=C(C2=C(N1)C=CC=N2)NCC2=CC(=C(C=C2)Cl)Cl